FC(CC1=CC2=C(N=C(N=C2)NC2CCN(CC2)S(=O)(=O)N)N(C1=O)[C@H]1[C@@](CCC1)(C)O)F 4-((6-(2,2-difluoroethyl)-8-((1R,2S)-2-hydroxy-2-methylcyclopentyl)-7-oxo-7,8-dihydropyrido[2,3-d]pyrimidin-2-yl)amino)piperidine-1-sulfonamide